[Na].C(C=C)(=O)NC(C)CCCCCCCCCCCCCC 2-acrylamidohexadecane sodium